1-(2,4-Dimethoxyphenyl)-ethanone COC1=C(C=CC(=C1)OC)C(C)=O